(1-(4-fluorophenyl)-6-methyl-1H-indazol-5-yl)-5,6-dihydropyridine-1(2H)-carboxylic acid tert-butyl ester C(C)(C)(C)OC(=O)N1C(C=CCC1)C=1C=C2C=NN(C2=CC1C)C1=CC=C(C=C1)F